COC=1C=NC(=NC1)OB(O)O (5-methoxypyrimidin-2-yl)boric acid